(R)-N-(8,9-difluoro-6-oxo-1,4,5,6-tetrahydro-2H-pyrano[3,4-c]isoquinolin-1-yl)-8-(difluoromethyl)-N-methyl-indolizine-2-carboxamide FC=1C(=CC=2C3=C(NC(C2C1)=O)COC[C@@H]3N(C(=O)C=3C=C1C(=CC=CN1C3)C(F)F)C)F